4-amino-5-fluoro-1-((2R,3S,4R,5R)-3-fluoro-5-((Z)-2-fluorovinyl)-4-hydroxy-5-(hydroxymethyl)tetrahydrofuran-2-yl)pyrimidin-2(1H)-one NC1=NC(N(C=C1F)[C@@H]1O[C@@]([C@H]([C@@H]1F)O)(CO)\C=C/F)=O